tert-butyl (2S,5R)-4-((R)-2,2-difluorocyclopropane-1-carbonyl)-2,5-dimethylpiperazine-1-carboxylate FC1([C@H](C1)C(=O)N1C[C@@H](N(C[C@H]1C)C(=O)OC(C)(C)C)C)F